N1C(=NC2=C1C=CC=C2)NC(=O)NC2=C(C=CC=C2)C(F)(F)F 1-(1H-benzo[d]imidazol-2-yl)-3-(2-(trifluoromethyl)phenyl)urea